difluorocyclopropane-1-carboxylate FC1C(C1C(=O)[O-])F